Rel-N-((1S,3R)-3-aminocyclohexyl)-4-(7H-pyrrolo[2,3-d]pyrimidin-4-yl)-3,4-dihydro-2H-1,4-thiazine-6-carboxamide hydrochloride Cl.N[C@H]1C[C@H](CCC1)NC(=O)C1=CN(CCS1)C=1C2=C(N=CN1)NC=C2 |o1:2,4|